o-allyl-meta-cresol C(C=C)C1=C(C=CC=C1O)C